FC1=CC(=CC2=C1OCO2)B2OC(C(O2)(C)C)(C)C 2-(7-fluorobenzo[d][1,3]dioxol-5-yl)-4,4,5,5-tetramethyl-1,3,2-dioxaborolane